CN(C=1C=C2N(C=3C=CC=C(C3C(C2=CC1)C1=C(C=C(C=C1C)C)C)OC)C1=CC=CC=C1)C 6-(dimethylamino)-9-mesityl-1-methoxy-10-phenylacridine